2-[2-(2-Propoxyethoxy)-ethoxy]-ethylamin C(CC)OCCOCCOCCN